hydroxyethylarsonate OCC[As]([O-])([O-])=O